OC[C@H]1[C@H](C2=CC=CC=C2C1)NC1=NC(=NC=C1C(=O)N)NC1=C(C=C2CCN(CC2=C1)C)OC 4-{[(1R,2R)-2-(hydroxymethyl)-2,3-dihydro-1H-inden-1-yl]amino}-2-[(6-methoxy-2-methyl-1,2,3,4-tetrahydroisoquinolin-7-yl)amino]pyrimidine-5-carboxamide